COC1=C(C=C(C=C1)B(O)O)OC(F)(F)F 4-METHOXY-3-(TRIFLUOROMETHOXY)PHENYLBORONIC ACID